7-Bromo-1-methyl-3,4-dihydroquinolin-2-one BrC1=CC=C2CCC(N(C2=C1)C)=O